(R)-N-(5-(2-oxaspiro[3.3]heptan-6-yl)-1H-pyrazol-3-yl)-2-(1-(3-(difluoromethyl)-5-fluorophenyl)-1H-pyrazol-4-yl)propanamide C1OCC12CC(C2)C2=CC(=NN2)NC([C@H](C)C=2C=NN(C2)C2=CC(=CC(=C2)F)C(F)F)=O